4-methyl-2,5-diphenylthiazole CC=1N=C(SC1C1=CC=CC=C1)C1=CC=CC=C1